(E)-5-((4-(2-Ethoxyvinyl)-6-fluoro-1-tosyl-1H-indol-5-yl)oxy)-2-fluorobenzonitrile C(C)O/C=C/C1=C2C=CN(C2=CC(=C1OC=1C=CC(=C(C#N)C1)F)F)S(=O)(=O)C1=CC=C(C)C=C1